2-Methoxy-4-[(1E)-1-propen-1-yl]phenyl 2-methylpropanoate CC(C(=O)OC1=C(C=C(C=C1)\C=C\C)OC)C